5-Boc-5-azaspiro[2.3]hexane-1-carboxylic acid C(=O)(OC(C)(C)C)N1CC2(CC2C(=O)O)C1